CP(C1=CC(=CC=C1)B1OC(C(O1)(C)C)(C)C)(C)=O dimethyl-(3-(4,4,5,5-tetramethyl-1,3,2-dioxaborolan-2-yl)phenyl)phosphine oxide